O=C1N(CC2=CC(=CC=C12)C1=NC(=NN1)C1=CC=CC=C1)C1C(NC(CC1)=O)=O 3-[1,3-dihydro-1-oxo-5-(3-phenyl-1H-1,2,4-triazol-5-yl)-2H-isoindol-2-yl]-2,6-piperidinedione